C1(CC1)C1=C(C(=NO1)C1=C(C=CC=C1Cl)Cl)COC1=CC=C2C(=N1)C1C(C3=C(O2)C=C(C=C3)C(=O)O)C1 3-((5-cyclopropyl-3-(2,6-dichlorophenyl)isoxazol-4-yl)methoxy)-1a,10b-dihydro-1H-benzo[6,7]cyclopropa[4,5]oxepino[3,2-b]pyridine-8-carboxylic acid